N[C@H]1[C@@H](C1)C1=CC=C(C=C1)NC(C1=CC=C(C=C1)C1=CC=NC=C1)=O trans-N-(4-(2-aminocyclopropyl)phenyl)-4-(pyridin-4-yl)benzamide